Cl.ClC1=NC=CC(=C1Cl)SC=1N=CC(=NC1)C1CCC2(CC3=CC=CC=C3C2N)CC1 4-{5-[(2,3-dichloropyridin-4-yl)sulfanyl]pyrazin-2-yl}-1',3'-dihydrospiro[cyclohexane-1,2'-inden]-3'-amine hydrochloride